C(C1=CC=CC=C1)N1C[C@]2(N(CC[C@]2(C1)CCCB1OC(C(O1)(C)C)(C)C)C(=O)OCC1=CC=CC=C1)C(=O)OC 1-benzyl 6a-methyl (3aS,6aS)-5-benzyl-3a-(3-(4,4,5,5-tetramethyl-1,3,2-dioxaborolan-2-yl)propyl)hexahydropyrrolo[3,4-b]pyrrole-1,6a-dicarboxylate